Z-11-Hexadecenol (7Z,9E)-Dodeca-7,9,11-trien-1-yl-formate C(CCCCC\C=C/C=C/C=C)C(=O)OCCCCCCCCCC\C=C/CCCC